titanium (cis-2-butene-1,4-diol) C(\C=C/CO)O.[Ti]